FC1=C(C(=CC=C1)C)N1CC[C@@H](CCC1)N1C(N(C=2C(C1)=CN(N2)C)CC2=C(C=CC=C2)C(F)(F)F)=O 5-[(R)-1-(2-Fluoro-6-methyl-phenyl)-azepan-4-yl]-2-methyl-7-(2-trifluoromethyl-benzyl)-2,4,5,7-tetrahydro-pyrazolo[3,4-d]pyrimidin-6-on